(R)-N-(3-(3-(fluoro(4-methyl-4H-1,2,4-triazol-3-yl)methyl)oxetan-3-yl)phenyl)-4-((3-fluoro-3-methylazetidin-1-yl)methyl)-6-(trifluoromethyl)picolinamide F[C@H](C1(COC1)C=1C=C(C=CC1)NC(C1=NC(=CC(=C1)CN1CC(C1)(C)F)C(F)(F)F)=O)C1=NN=CN1C